CO[C@@H](C[C@H](C1=CC=C(C=C1)C)NC(=O)C=1C(NC(=CC1)C(F)(F)F)=O)CC N-((1R,3R)-3-methoxy-1-(p-tolyl)pentyl)-2-oxo-6-(trifluoromethyl)-1,2-dihydropyridine-3-carboxamide